1-[4-(2-{7,8-Dimethyl-[1,2,4]triazolo[1,5-a]pyridin-6-yl}-3-(propan-2-yl)-1H-pyrrolo[3,2-b]pyridin-5-yl)(2,2,3,3,5,5,6,6-2H8)piperazin-1-yl]-2-(dimethylamino)ethan-1-on CC1=C(C=2N(C=C1C1=C(C3=NC(=CC=C3N1)N1C(C(N(C(C1([2H])[2H])([2H])[2H])C(CN(C)C)=O)([2H])[2H])([2H])[2H])C(C)C)N=CN2)C